4-(5-((4-(2-Oxopyrrolidin-1-yl)phenoxy)methyl)-2-(trifluoromethyl)oxazolidin-3-yl)-2-(trifluoromethyl)benzonitril O=C1N(CCC1)C1=CC=C(OCC2CN(C(O2)C(F)(F)F)C2=CC(=C(C#N)C=C2)C(F)(F)F)C=C1